CN(C)CC(CCCCCCCCCCC1C(C1)CCCCCCCC(=O)[O-])CCCCCC 8-(2-{11-[(dimethylamino)methyl]heptadecyl}cyclopropyl)octanoate